4-[(E)-2-[4-(3,6-dihexylcarbazol-9-yl)phenyl]vinyl]benzaldehyde C(CCCCC)C=1C=CC=2N(C3=CC=C(C=C3C2C1)CCCCCC)C1=CC=C(C=C1)/C=C/C1=CC=C(C=O)C=C1